N1=C(C=CC=C1)[C@H](C)NC(=O)[C@@H]1CN(CC[C@H]1NC(=O)C1=NOC(=C1)C1=C(C=C(C=C1)F)F)[C@@H]1[C@@H](CCCC1)O (3R,4R)-4-{[5-(2,4-difluoro-phenyl)-isoxazole-3-carbonyl]-amino}-1-((1S,2R)-2-hydroxy-cyclohexyl)-piperidine-3-carboxylic acid ((1S)-1-pyridin-2-yl-ethyl)-amide